3-(5-((4-((4'-chloro-5,5-dimethyl-3,4,5,6-tetrahydro-[1,1'-biphenyl]-2-yl)methyl)piperazin-1-yl)methyl)-6-fluoro-1-oxoisoindolin-2-yl)piperidine-2,6-dione ClC1=CC=C(C=C1)C1=C(CCC(C1)(C)C)CN1CCN(CC1)CC=1C=C2CN(C(C2=CC1F)=O)C1C(NC(CC1)=O)=O